ClC1=CC2=C(C=N1)C=NN2C2=NC(=CN=C2)C(C)(F)F 6-chloro-1-(6-(1,1-difluoroethyl)pyrazin-2-yl)-1H-pyrazolo[4,3-c]pyridin